2-(3-bromopyridin-4-yl)-2-oxoethyl (3S)-7-(6-amino-3-chloro-2-fluorophenyl)-5-oxo-1,2,3,5,8,8a-hexahydroindolizine-3-carboxylate NC1=CC=C(C(=C1C1=CC(N2[C@@H](CCC2C1)C(=O)OCC(=O)C1=C(C=NC=C1)Br)=O)F)Cl